(3R)-4-[5-iodo-4-(2-methanesulfonylpropan-2-yl)-7-[1-(oxan-2-yl)-1H-pyrazol-5-yl]imidazo[1,5-b]pyridazin-2-yl]-3-methylmorpholine IC=1N=C(N2N=C(C=C(C21)C(C)(C)S(=O)(=O)C)N2[C@@H](COCC2)C)C2=CC=NN2C2OCCCC2